N[C@H](C(=O)N1[C@@H](C[C@H](C1)O)C(=O)NCC1=CC=C(C=C1)C1=C(N=CS1)C)C(C)(C)C (2S,4R)-1-((S)-2-amino-3,3-dimethylbutyryl)-4-hydroxy-N-(4-(4-methylthiazol-5-yl)benzyl)-2-pyrrolidinecarboxamide